4-(2-hydroxypropan-2-yl)-2-(methylsulfanyl)pyrimidine-5-carbonitrile OC(C)(C)C1=NC(=NC=C1C#N)SC